C(=O)C1CN(CC1)C=1C=C(C=CC1)S(=O)(=O)NC1=NOC2=C1C(=CC(=C2)CN2N=CC=C2)OC 3-(3-formylpyrrolidin-1-yl)-N-[4-methoxy-6-(pyrazol-1-ylmethyl)-1,2-benzoxazol-3-yl]benzene-sulfonamide